FC=1C=C2C(C(=CN(C2=CC1N1[C@H](CCC1)COC1=NC=CC=C1C)C1CC(C1)OC)C(=O)OCC)=O (R)-ethyl 6-fluoro-1-(3-methoxycyclobutyl)-7-(2-(((3-methylpyridin-2-yl)oxy)methyl)pyrrolidin-1-yl)-4-oxo-1,4-dihydroquinoline-3-carboxylate